C(C)(C)(C)C(C(=O)O[C@H](COC1=CC=C(C=C1)Br)COCC1OC1)C1CCCCC1 (2S)-1-(4-bromophenoxy)-3-(oxiran-2-ylmethoxy)propan-2-ol 2-tert-butyl-cyclohexyl-acetate